3,4'-bis[N-(1-naphthyl)-N-phenylamino]biphenyl C1(=CC=CC2=CC=CC=C12)N(C1=CC=CC=C1)C=1C=C(C=CC1)C1=CC=C(C=C1)N(C1=CC=CC2=CC=CC=C12)C1=CC=CC=C1